FC1=C(C=C(C=C1)F)[C@@H]1N(CCC1)C1=NC=2N(C=C1)N=CC2C(=O)N2C[C@H](CC2)O (5-((R)-2-(2,5-difluorophenyl)pyrrolidin-1-yl)pyrazolo[1,5-a]pyrimidin-3-yl)((S)-3-hydroxypyrrolidin-1-yl)methanone